2,3,5,6-tetrafluoro-4-(trifluoromethyl)benzenebutanol FC1=C(C(=C(C(=C1F)C(F)(F)F)F)F)CCCCO